(S)-3-(3-hydroxy-3-methylbutan-2-yl)-6,8-bis(pyridin-3-yl)pyrido[3,4-d]pyrimidin-4(3H)-one OC([C@H](C)N1C=NC2=C(C1=O)C=C(N=C2C=2C=NC=CC2)C=2C=NC=CC2)(C)C